COC1=C(C=C(C=C1)C1(N=CC=CC=C1)C1=CC(=C(C(=C1)OC)OC)OC)C (4-methoxy-3-methylphenyl)-2-(3,4,5-trimethoxyphenyl)-2H-azepine